O1C(=CC=C1)CNC(CN1N=C(C=CC1=O)C1=CC=C(C=C1)OC)=O N-(furan-2-ylmethyl)-2-(3-(4-methoxyphenyl)-6-oxopyridazin-1(6H)-yl)acetamide